ClC1=C(C=C(C=C1)N1C(CC[C@H]1C1=NC2=C(N1C1CN(CC1)C)C=CC(=C2)C=2C(=NOC2C)C)=O)F (5S)-1-(4-chloro-3-fluorophenyl)-5-(5-(3,5-dimethylisoxazol-4-yl)-1-(1-methylpyrrolidin-3-yl)-1H-benzo[d]imidazol-2-yl)pyrrolidin-2-one